3-propenyl-4-bromothiophene C(=CC)C1=CSC=C1Br